CN1CC2CN(CC(C1)O2)C2=CC=C(C=C2)C#CC2=C1C=C(N=CC1=C(N=C2)NC)C2(CC2)C(=O)N (5-((4-(7-methyl-9-oxa-3,7-diazabicyclo[3.3.1]non-3-yl)phenyl)ethynyl)-8-(methylamino)-2,7-naphthyridin-3-yl)cyclopropanecarboxamide